morpholine-3-ylcarbinol N1C(COCC1)CO